OC(C)(C)C=1N=C2N(C3=CC=CC=C3C=C2C(=O)N)C1 2-(2-hydroxypropan-2-yl)imidazo[1,2-a]quinoline-4-carboxamide